5'-(2-(4-(naphthalen-1-yl)-6-phenylpyrimidin-2-yl)phenyl)spiro[cyclohexane-1,9'-fluorene]-2'-carbonitrile C1(=CC=CC2=CC=CC=C12)C1=NC(=NC(=C1)C1=CC=CC=C1)C1=C(C=CC=C1)C1=C2C=3C=CC(=CC3C3(C2=CC=C1)CCCCC3)C#N